C(C)(C)(C)OC(=O)N1C[C@]2(C[C@@H]1C)CC=1C(=CN=CC1)O2 (2R,5'S)-5'-methyl-3H-spiro[furo[2,3-c]pyridine-2,3'-pyrrolidine]-1'-carboxylic acid tert-butyl ester